1-butyl-2-((E)-2-((E)-3-((E)-2-(1-butyl-3,3-dimethylindolin-2-ylidene)ethylidene)-2-(piperazin-1-yl)cyclohex-1-en-1-yl)vinyl)-3,3-dimethyl-3H-indol-1-ium iodide [I-].C(CCC)[N+]1=C(C(C2=CC=CC=C12)(C)C)\C=C\C1=C(/C(/CCC1)=C/C=C\1/N(C2=CC=CC=C2C1(C)C)CCCC)N1CCNCC1